3-(2-Cyanopropan-2-yl)cyclobutyl (8-amino-7-fluoro-6-(8-methyl-2,3-dihydro-1H-pyrido[2,3-b][1,4]oxazin-7-yl)isoquinolin-3-yl)carbamate NC=1C(=C(C=C2C=C(N=CC12)NC(OC1CC(C1)C(C)(C)C#N)=O)C1=C(C2=C(OCCN2)N=C1)C)F